FC=1C=CC2=C(C(=NS2)C(=O)NC=2C(=NC3=CC=C(N=C3C2)C=2C(=NC(=CC2)C(NC)=O)C)NC2=C(C=CC=C2)C)C1 5-Fluoro-N-(6-(2-methyl-6-(methylcarbamoyl)pyridin-3-yl)-2-(o-tolylamino)-1,5-naphthyridin-3-yl)benzo[d]isothiazole-3-carboxamide